monoammonium sulfate S(=O)(=O)([O-])O.[NH4+]